CC1=C2C(=CC=C1)C(=C(C(=C2O)C)C/C=C(\\C)/CC/C=C(\\C)/CC/C=C(\\C)/CC/C=C(\\C)/CC/C=C(\\C)/CCC=C(C)C)O The molecule is a polyprenylhydroquinone that is menaquinol-6 in which the hydrogen at position 8 on the naphthoquinone ring has been replaced by a methyl group. It has a role as a bacterial metabolite. It is a naphthohydroquinone and a polyprenylhydroquinone.